C(C)(=O)OC(CCC[C@@H](C)[C@H]1CC[C@@H]2[C@@]1(CC[C@@H]1[C@]3(CC[C@@H]([C@@H]([C@@H]3CC[C@@H]21)O)OC(C)=O)C)C)C2=C(C=CC=C2F)F (5R)-5-[(1R,3aS,3bS,5aR,6R,7S,9aR,9bS,11aR)-7-acetoxy-6-hydroxy-9a,11a-dimethylhexadecahydro-1H-cyclopenta[1,2-a]phenanthren-1-yl]-1-(2,6-difluorophenyl)hexyl acetate